4-[(4,4-difluorocyclohexyl)methyl]-3-[(3-fluorophenyl)methyl]-4,5-dihydro-1,2,4-oxadiazol-5-one FC1(CCC(CC1)CN1C(=NOC1=O)CC1=CC(=CC=C1)F)F